2-(1-(ethyl-Sulfonyl)-3-(4-(2-(5-methylthiophen-2-yl)imidazo[4,5-d]pyrrolo[2,3-b]pyridin-1(6H)-yl)-1H-pyrazol-1-yl)azetidin-3-yl)acetonitrile C(C)S(=O)(=O)N1CC(C1)(N1N=CC(=C1)N1C(=NC=2C1=C1C(=NC2)NC=C1)C=1SC(=CC1)C)CC#N